4,5-dichloropyridine-2-carboxylic acid ClC1=CC(=NC=C1Cl)C(=O)O